3,3-dichloropropionic acid ClC(CC(=O)O)Cl